Tert-butyl 6-(3-(5,5-dimethyl-1-oxa-6-azaspiro[2.5]octan-6-yl)-5-methyl-1H-pyrazol-1-yl)-2-azaspiro[3.3]heptane-2-carboxylate CC1(CC2(CO2)CCN1C1=NN(C(=C1)C)C1CC2(CN(C2)C(=O)OC(C)(C)C)C1)C